methyl (S)-4-((6-cyano-7-(1-methoxypropan-2-yl)-7H-pyrrolo[2,3-d]pyrimidin-2-yl)amino)-3-cyclopropoxybenzoate C(#N)C1=CC2=C(N=C(N=C2)NC2=C(C=C(C(=O)OC)C=C2)OC2CC2)N1[C@H](COC)C